C1(CCCCC1)C[C@H](C(=O)N1CC2(CCCC2)[C@@](CC1)(O)CN1C=C(C(=CC1=O)C1=CC=CC=C1)C(=O)O)C 1-(((R)-7-((R)-3-cyclohexyl-2-methylpropanoyl)-10-hydroxy-7-azaspiro[4.5]decan-10-yl)methyl)-6-oxo-4-phenyl-1,6-dihydropyridine-3-carboxylic acid